C(C)(C)(C)OC(=O)N(C1=CN=CC(=N1)C=1N=C(C=2N(C1)C=CN2)N(C(OC(C)(C)C)=O)C2=CC(=C(C=C2)N2CCN(CC2)C2COC2)OCCOC2OCCCC2)C(=O)OC(C)(C)C tert-butyl (6-(6-(bis(tert-butoxycarbonyl)amino)pyrazin-2-yl)imidazo[1,2-a]pyrazin-8-yl)(4-(4-(oxetan-3-yl)piperazin-1-yl)-3-(2-((tetrahydro-2H-pyran-2-yl)oxy)ethoxy)phenyl)carbamate